C(C)S(=O)(=O)N1CC(C1)(N1N=CC(=C1)N1C(=NC=2C1=C1C(=NC2)NC=C1)C=1OC(=CC1)CO)CC#N (1-(Ethylsulfonyl)-3-(4-(2-(5-(hydroxymethyl)furan-2-yl)imidazo[4,5-d]pyrrolo[2,3-b]pyridin-1(6H)-yl)-1H-pyrazol-1-yl)azetidin-3-yl)acetonitrile